C(C)(C)(C)OC(=O)N(C1=NC=CC(=C1)C=1OC=C(N1)C(=O)NC=1C(=NN(C1)C=1C(=NC=CC1)C(=O)O)C(N)=O)CC(F)(F)F 4-[[2-[2-[Tert-butoxycarbonyl(2,2,2-trifluoroethyl)amino]-4-pyridyl]oxazole-4-carbonyl]amino]-3-carbamoylpyrazol-1-ylpyridine-2-carboxylic Acid